2-amino-3-[2-(3-methyl-2-oxo-1,3-benzoxazol-5-yl)-1-benzothiophen-5-yl]propanenitrile NC(C#N)CC=1C=CC2=C(C=C(S2)C=2C=CC3=C(N(C(O3)=O)C)C2)C1